SC([C@@H]([C@H](N)C(=O)O)C)C gamma-mercaptoisoleucine